NC1=C(C=2C(=NC3=CC=CC=C3N2)N1CCCOC)C(=O)NC1CCCC1 2-amino-N-cyclopentyl-1-(3-methoxypropyl)-1H-pyrrolo[2,3-b]quinoxaline-3-carboxamide